2-(9-fluorenyl)-4-t-butyl-6-tritylphenoxytitanium dichloride [Cl-].[Cl-].C1=CC=CC=2C3=CC=CC=C3C(C12)C1=C(O[Ti+2])C(=CC(=C1)C(C)(C)C)C(C1=CC=CC=C1)(C1=CC=CC=C1)C1=CC=CC=C1